COC1=CC(=CC=2N1C(=NN2)NS(=O)(=O)C2=C(C=CC=C2)OC)CN2N=CC(=C2)CNC(OC(C)(C)C)=O tert-butyl ((1-((5-methoxy-3-((2-methoxyphenyl) sulfonamido)-[1,2,4]triazolo[4,3-a]pyridin-7-yl)methyl)-1H-pyrazol-4-yl)methyl)carbamate